O=C1NC(CCC1N1C(C2=CC=CC(=C2C1=O)N1CCC(CC1)CCO)=O)=O 2-(2,6-dioxo-3-piperidyl)-4-[4-(2-hydroxyethyl)-1-piperidyl]isoindoline-1,3-dione